C(C)(C)C1=C(C=C(C=C1)C)C 1-isopropyl-2,4-dimethylbenzene